COC(C)(OC)C1=C(CN(C(C(C)(C)C)=O)CC(=O)O)C=CC=C1 2-(N-(2-(1,1-Dimethoxyethyl)benzyl)pivalamido)acetic Acid